N-((3S,4S)-4-fluoropiperidin-3-yl)-6-(7-methoxyimidazo[1,2-a]pyridin-3-yl)pyrazin-2-amine F[C@@H]1[C@H](CNCC1)NC1=NC(=CN=C1)C1=CN=C2N1C=CC(=C2)OC